2-thia-7-azaspiro[3.5]nonane-2,2-dioxide hydrochloride Cl.C1S(CC12CCNCC2)(=O)=O